N1=C2N(C=C1C=1C=C(C=CC1OC1=CC=C(C=C1)C(C)C)S(=O)(=O)NC)CCC2 3-(6,7-dihydro-5H-pyrrolo[1,2-a]imidazol-2-yl)-N-methyl-4-[4-(propan-2-yl)phenoxy]benzene-1-sulfonamide